[4-[[4-chloro-3-(trifluoromethyl)phenyl]carbamoylamino]phenoxy]-N-methylpyridine-2-carboxamide ClC1=C(C=C(C=C1)NC(=O)NC1=CC=C(OC=2C(=NC=CC2)C(=O)NC)C=C1)C(F)(F)F